C(C)(C)(C)OC(=O)N(C(OC(C)(C)C)=O)C1=NOC=2C1=NC=CC2I tert-butyl N-(tert-butoxycarbonyl)-N-{7-iodo-[1,2]oxazolo[4,5-b]pyridin-3-yl}carbamate